BrCC(CBr)(CC)CC 1,3-dibromo-2,2-diethylpropane